N1CC2(CC1)C(NC1=CC=CC=C12)=O 1H-spiro[indole-3,3-pyrrolidin]-2-one